OC1=C(C2=CC=CC=C2C(=C1)O)C=O 2,4-dihydroxy-1-naphthaldehyde